(4'-chloro-[1,1'-biphenyl]-3-yl)methanol ClC1=CC=C(C=C1)C1=CC(=CC=C1)CO